(12AR)-9-bromo-10-chloro-8-methyl-1,2,3,4,12,12a-hexahydro-6H-pyrazino[2,1-c][1,4]benzoxazepin-6-one BrC1=C(C2=C(C(N3[C@@H](CO2)CNCC3)=O)C=C1C)Cl